(R*)-4-(6-(2-bromo-4-fluorophenyl)-5-(ethoxycarbonyl)-2-(thiazol-2-yl)-3,6-dihydropyrimidin-4-yl)cubane-1-carboxylic acid BrC1=C(C=CC(=C1)F)[C@H]1C(=C(NC(=N1)C=1SC=CN1)C12C3C4C5(C(C14)C2C53)C(=O)O)C(=O)OCC |o1:8|